C(CCCCCCC\C=C/C\C=C/CCCCC)(=O)OCCCCCCCCCCCCCCCC(C)C.C(CCCCCCC\C=C/C\C=C/CCCCC)(=O)OCCCCCCCCCCCCCCCC(C)C.C(CCCCCCC\C=C/C\C=C/CCCCC)(=O)OCCCCCCCCCCCCCCCC(C)C tri-isostearyl trilinoleate